Cyclopropyl (2-amino-3-fluoro-4-((2-fluoro-4-(trifluoromethyl)benzyl)amino)phenyl)carbamate NC1=C(C=CC(=C1F)NCC1=C(C=C(C=C1)C(F)(F)F)F)NC(OC1CC1)=O